3-(2-amino-5-(trifluoromethyl)pyrimidin-4-yl)-5,6-difluoro-1H-indole-1-carboxylic acid tert-butyl ester C(C)(C)(C)OC(=O)N1C=C(C2=CC(=C(C=C12)F)F)C1=NC(=NC=C1C(F)(F)F)N